1-methyl-2-oxo-4-{4-[5-(2-oxopyrrolidin-1-yl)-1,3-benzooxazol-2-yl]piperidin-1-yl}-1,2-dihydroquinoline-3-carbonitrile CN1C(C(=C(C2=CC=CC=C12)N1CCC(CC1)C=1OC2=C(N1)C=C(C=C2)N2C(CCC2)=O)C#N)=O